(3-fluoro-4'-methyl-[1,1-biphenyl]-3-yl)(4-methylpiperidin-1-yl)methanone FC1(CC(=CC=C1)C1=CC=C(C=C1)C)C(=O)N1CCC(CC1)C